2-(3-benzyl-oxyphenyl)acetic acid C(C1=CC=CC=C1)OC=1C=C(C=CC1)CC(=O)O